3-(2-hydroxy-5-methylphenyl)-1-phenyl-2-propene OC1=C(C=C(C=C1)C)C=CCC1=CC=CC=C1